Cl.N1(CCNCC1)C1=NC=C(C(=O)C#N)C=C1 6-(piperazin-1-yl)nicotinic acid cyanide hydrochloride